4-[4-(1,3-benzoxazol-2-yl)piperidin-1-yl]8-bromo-1-methyl-2-oxo-1,2-dihydroquinoline-3-carbonitrile O1C(=NC2=C1C=CC=C2)C2CCN(CC2)C2=C(C(N(C1=C(C=CC=C21)Br)C)=O)C#N